ON(C(C(C)(C)OC)=O)CC1=CC=C(C=C1)NC1=CC=C(C=C1)C(F)(F)F N-hydroxy-2-methoxy-2-methyl-N-(4-((4-(trifluoromethyl)phenyl)amino)benzyl)propanamide